[4-(5-hydroxypent-1-ynyl)-3-methyl-2-oxo-benzimidazol-1-yl]Piperidine OCCCC#CC1=CC=CC=2N(C(N(C21)C)=O)N2CCCCC2